OC1(C(CCCC1=CC1=CC=CC=C1)N)N o-hydroxyphenylmethylene-1,2-cyclohexanediamine